NC(COC)COC 2-amino-1,3-dimethoxypropane